kalium magnesium lithium [Li].[Mg].[K]